2,2'-azobis(4-methoxy-2,4-dimethylpentanenitrile) N(=NC(C#N)(CC(C)(OC)C)C)C(C#N)(CC(C)(C)OC)C